CC1=CC=C(S1)C1=NC=2C(C=3C(=NC2)N(CC3)S(=O)(=O)C3=CC=CC=C3)=N1 2-(5-methylthien-2-yl)-6-(phenylsulfonyl)imidazo[4,5-d]pyrrolo[2,3-b]pyridin